N-(6-Chloropyridazin-4-yl)carbamic acid tert-butyl ester C(C)(C)(C)OC(NC1=CN=NC(=C1)Cl)=O